N[C@@H](C(C)C)C(=O)NC(CCS(=O)(=O)O)([2H])[2H] 3-((L-valinyl)amino)-3,3-dideuterio-1-propaneSulfonic acid